6-benzopyran C=1OC=CC=2C1C=CCC2